S1C=NC2=C1C=C(C=C2)NC2=NC=NC1=CC(=CC(=C21)O[C@@H]2C[C@@H](N(CC2)C(=O)OC(C)(C)C)CO)C=2C=NN(C2)C tert-butyl (2R,4S)-4-((4-(benzo[d]thiazol-6-ylamino)-7-(1-methyl-1H-pyrazol-4-yl)quinazolin-5-yl)oxy)-2-(hydroxymethyl)piperidine-1-carboxylate